3-methoxy-N-(7-(piperidin-4-ylmethyl)-7-azaspiro[3.5]nonan-2-yl)benzamide COC=1C=C(C(=O)NC2CC3(C2)CCN(CC3)CC3CCNCC3)C=CC1